N-(4-((2-(1,1-difluoroethyl)-6-methylpyrimidin-4-yl)amino)-5-(4-(methoxymethyl)-1H-pyrazol-1-yl)pyridin-2-yl)acetamide FC(C)(F)C1=NC(=CC(=N1)NC1=CC(=NC=C1N1N=CC(=C1)COC)NC(C)=O)C